C(=O)(C=1NC=CN1)C=1NC=CN1.S(=O)(O)O sulfite compound with carbonyl-diimidazole